C(C)(C)(C)OC(NC1CCN(CC1)C1=C(C(=NC=C1C1=CC(=CC(=C1)C)F)Cl)C1=NC2=C(N1)C=C(C(=C2)F)F)=O.OC=2C=C(C=C(C(=O)NC=1C=NC=CC1)C2)C(=O)NC=2C=NC=CC2 5-hydroxy-N1,N3-bis(pyridine-3-yl)isophthalamide tert-butyl-N-[1-[2-chloro-3-(5,6-difluoro-1H-benzimidazol-2-yl)-5-(3-fluoro-5-methyl-phenyl)-4-pyridyl]-4-piperidyl]carbamate